C1(=CC=CC=C1)C#CC(=O)OCC Ethyl Phenylpropynoate